4,9-dioxatricyclo[5.3.1.02,6]undecane-3,5,8,10-tetraone C12C3C(OC(C3C(C(OC1=O)=O)C2)=O)=O